3-chloro-5-fluoro-benzoyl chloride ClC=1C=C(C(=O)Cl)C=C(C1)F